3-(5-(((2-(4-(4-chloro-1,2-bis(4-hydroxyphenyl)but-1-en-1-yl)phenoxy)ethyl)amino)methyl)-1-oxoisoindolin-2-yl)piperidine-2,6-dione ClCCC(=C(C1=CC=C(C=C1)O)C1=CC=C(OCCNCC=2C=C3CN(C(C3=CC2)=O)C2C(NC(CC2)=O)=O)C=C1)C1=CC=C(C=C1)O